N-[2-(3-hydroxypropyl)-7-isopropoxy-imidazo[1,2-a]pyridin-6-yl]-6-(trifluoromethyl)pyridine-2-carboxamide OCCCC=1N=C2N(C=C(C(=C2)OC(C)C)NC(=O)C2=NC(=CC=C2)C(F)(F)F)C1